(R)-4-(3-(Dimethylamino)-3-(4-(trifluoromethyl)phenethyl)piperidin-1-yl)-2-fluoro-N-(pyrimidin-4-yl)benzenesulfonamide CN([C@]1(CN(CCC1)C1=CC(=C(C=C1)S(=O)(=O)NC1=NC=NC=C1)F)CCC1=CC=C(C=C1)C(F)(F)F)C